4-hydroxy-6-isopropyl-2-(2-methyl-2H-pyrazolo[3,4-b]pyridin-5-yl)pyrimidine-5-carbonitrile OC1=NC(=NC(=C1C#N)C(C)C)C1=CC=2C(N=C1)=NN(C2)C